5-((1-(4-((1R,5S)-9-Methyl-3-oxa-7,9-diazabicyclo[3.3.1]nonan-7-yl)phenyl)-1H-imidazol-4-yl)amino)pyrazine-2-carbonitrile CN1[C@H]2COC[C@@H]1CN(C2)C2=CC=C(C=C2)N2C=NC(=C2)NC=2N=CC(=NC2)C#N